FC(C1=CC=C(COCC=2C=C3C(=NC2)NC=C3NC(C)=O)C=C1)(F)F N-(5-(((4-(trifluoromethyl)benzyl)oxy)methyl)-1H-pyrrolo[2,3-b]pyridin-3-yl)acetamide